N1=C(C=CC=C1)NC(C)=O N-pyridylacetamide